NC=1N=C(SC1C(C1=CC=C(C=C1)OC)=O)N(C=1C=NC(=CC1)OC(F)(F)F)C(C(=O)N)C [[4-Amino-5-(4-methoxybenzoyl)thiazol-2-yl]-[6-(trifluoromethoxy)-3-pyridyl]amino]propanamid